N1CC(C1)CC1=CC=C(C=C1)NC1=NC=CC(=N1)NC1=NC(=NC=C1)C1=NC(=CC=C1)C N2-[4-(azetidin-3-ylmethyl)phenyl]-N4-[2-(6-methyl-2-pyridyl)pyrimidin-4-yl]pyrimidine-2,4-diamine